N1(CCC1)C1=NC(=NC(=C1Br)CCCCCCCCCCCCCCCC)OC1CCC1 4-(Azetidin-1-yl)-5-bromo-2-cyclobutanoxy-6-hexadecylpyrimidine